ClC(=CC(C(F)(F)F)Cl)Cl 1,1,3-trichloro-4,4,4-trifluoro-1-butene